ClC1=CN=CC(=N1)NC(C)C=1C=C(C(=O)OC)C=CC1C methyl 3-{1-[(6-chloropyrazin-2-yl) amino] ethyl}-4-methylbenzoate